CN(CCCOC1=NC=C(C=C1NS(=O)(=O)C)C1=CC=2C3=C(C=NC2C=C1)NC(C31CCC1)=O)C N-(2-(3-(Dimethylamino)propoxy)-5-(2'-oxo-2',3'-dihydrospiro[cyclobutane-1,1'-pyrrolo[2,3-c]quinolin]-8'-yl)pyridin-3-yl)methanesulfonamide